9H-phenothiazine C1=CC=CC=2SC3=CC=CCC3=NC12